3-hydroxy-6-(4-(4-methylpiperazin-1-yl)butyl)picolinic acid methyl ester COC(C1=NC(=CC=C1O)CCCCN1CCN(CC1)C)=O